BrC=1C=C2N=C(C(=NC2=CC1)C)C1=CC=CC=C1 6-bromo-2-methyl-3-phenylquinoxaline